molybdenum tetrachloride [Mo](Cl)(Cl)(Cl)Cl